Dipiperidinylether N1(CCCCC1)ON1CCCCC1